ClC1=CC=C(C(=O)N(C)[C@H]2COCC=3NC(C=4C=C(C(=CC4C32)F)F)=O)C=C1 (R)-4-chloro-N-(8,9-difluoro-6-oxo-1,4,5,6-tetrahydro-2H-pyrano[3,4-c]isoquinolin-1-yl)-N-methylbenzamide